NC1=C(C(=NC=N1)N1C[C@@H](CCC1)N1C(C(CCC1)NC1=C(C(=O)O)C=CC=C1)=O)F 2-((3'r)-1'-(6-amino-5-fluoropyrimidin-4-yl)-2-oxo-1,3'-bipiperidin-3-ylamino)benzoic acid